FC1C(CCCC1)P(OC1CCCCC1)(OC)=O cyclohexyl methyl (2-fluorocyclohexyl)phosphonate